O=C1C=C(NC=2N1N=C(C2)C2=CC=CC=C2)C2=CC=C(C(=O)O)C=C2 4-(7-oxo-2-phenyl-4,7-dihydropyrazolo[1,5-a]pyrimidin-5-yl)benzoic acid